CC1(OB(OC1(C)C)C=1C=C(C=CC1)[C@H](C)O)C (1S)-1-[3-(4,4,5,5-tetramethyl-1,3,2-dioxaborolan-2-yl)phenyl]ethanol